BrC1=CC=C(C=C1)CC(C)C 1-bromo-4-isobutylbenzene